3-(4,5-dimethylthiazol-2-yl)-2,5-diphenyl-tetrazolium tert-butyl-rac-(2R,4R)-2-methyl-4-methylsulfonyloxy-pyrrolidine-1-carboxylate C(C)(C)(C)OC(=O)N1[C@@H](C[C@H](C1)OS(=O)(=O)C)C.CC=1N=C(SC1C)N1N([NH2+]C(=N1)C1=CC=CC=C1)C1=CC=CC=C1 |r|